N1C=CC2=CC=C(C=C12)NC1=C(C=NC=C1C#N)C=CC1=CC=CC=C1 4-(1H-indol-6-ylamino)-5-styrylnicotinonitrile